(1H-imidazole-1-carbonyl)-7-methyl-5H-pyrrolo[2,3-b]pyrazine-3-amine N1(C=NC=C1)C(=O)C=1N=C2C(=NC1N)NC=C2C